ClC=1C=C(C=CC1F)N(C1=NC=NC2=CC(=C(C=C12)OCCOCCOCCOCCOCCOCCC(=O)NC1=C2OC(OC2=CC=C1)C1C(NC(CC1)=O)=O)OC)CC1=CC=C(C=C1)[N+](=O)[O-] 1-((4-((3-chloro-4-fluorophenyl)(4-nitrobenzyl)amino)-7-methoxyquinazolin-6-yl)oxy)-N-(2-(2,6-dioxopiperidin-3-yl)-1,3-dioxaindolin-4-yl)-3,6,9,12,15-pentaoxaoctadecane-18-amide